N-(6-acetylbenzo[d][1,3]dioxol-5-yl)-2-(4-(isopropylsulfonyl)piperazin-1-yl)acetamide C(C)(=O)C=1C(=CC2=C(OCO2)C1)NC(CN1CCN(CC1)S(=O)(=O)C(C)C)=O